4'-(3,6-bis(diphenylamino)-9H-carbazol-9-yl)-6-(pyridin-3-yl)-[1,1'-biphenyl] C1(=CC=CC=C1)N(C=1C=CC=2N(C3=CC=C(C=C3C2C1)N(C1=CC=CC=C1)C1=CC=CC=C1)C1=CC=C(C=C1)C1=CC=CC=C1C=1C=NC=CC1)C1=CC=CC=C1